C(C)N1C(C=2[C@H]([C@H](CCC2C=C1)NS(=O)(=O)C)CC1=CC(=CC=C1)C=1C(N(C=CC1)C)=O)=O |r| rac-N-[(7S,8R)-2-ethyl-8-{[3-(1-methyl-2-oxo-1,2-dihydropyridin-3-yl)phenyl]methyl}-1-oxo-1,2,5,6,7,8-hexahydroisoquinolin-7-yl]methanesulfonamide